(methylamino)imidazo[1,2-a]pyridine-5-carbonitrile CNC=1N=C2N(C(=CC=C2)C#N)C1